[N+](=O)([O-])C=1C=C(C=CC1)SSC1=CC(=CC=C1)[N+](=O)[O-] Bis(3-nitrophenyl) disulfide